ClC1=CC=C(C(=N1)C(=O)NS(=O)(=O)C)N[C@H](C)C=1C=C(C=C2C(N(C(=NC12)C1=NC=C(C=C1)F)C)=O)C (R)-6-chloro-3-((1-(2-(5-fluoropyridin-2-yl)-3,6-dimethyl-4-oxo-3,4-dihydroquinazolin-8-yl)ethyl)amino)-N-(methylsulfonyl)picolinamide